4-(2,6-difluoro-4-nitrophenoxy)-1-{[2-(trimethylsilyl)ethoxy]methyl}-1H-pyrrolo[2,3-b]pyridine-3-carbaldehyde FC1=C(OC2=C3C(=NC=C2)N(C=C3C=O)COCC[Si](C)(C)C)C(=CC(=C1)[N+](=O)[O-])F